((1-(3-(difluoromethyl)-2-fluorophenyl)ethyl)amino)-7-methoxyquinolin-6-ol FC(C=1C(=C(C=CC1)C(C)NC1=NC2=CC(=C(C=C2C=C1)O)OC)F)F